C(C)(C)(C)OC(=O)N1CCC2(CC1)C=C1C=CC=CC1=C2 spiro[indene-2,4'-piperidine]-1'-carboxylic acid tert-butyl ester